C(C1=CC=CC=C1)[NH3+].C(C1=CC=CC=C1)N benzylamine, benzylammonium salt